2-(4-fluoro-2-methylphenoxy)-N-(6-oxo-1,6-dihydropyridazin-4-yl)-4-(trifluoromethyl)benzamide ethyl-8-(2-{9-[(dimethylamino)methyl]heptadecyl}cyclopropyl)octanoate C(C)OC(CCCCCCCC1C(C1)CCCCCCCCC(CCCCCCCC)CN(C)C)=O.FC1=CC(=C(OC2=C(C(=O)NC=3C=NNC(C3)=O)C=CC(=C2)C(F)(F)F)C=C1)C